3-fluoro-1-(phenylsulfonyl)-1H-indazol-5-amine FC1=NN(C2=CC=C(C=C12)N)S(=O)(=O)C1=CC=CC=C1